8-methyl-2-(methylsulfanyl)-6-(phenylamino)-5-[2-(triisopropylsilyl)ethynyl]pyrido[2,3-d]pyrimidin-7-one CN1C(C(=C(C2=C1N=C(N=C2)SC)C#C[Si](C(C)C)(C(C)C)C(C)C)NC2=CC=CC=C2)=O